O=C1NC(CCC1N1C(C2=CC=C(C=C2C1=O)CN1CCN(CC1)C1=CC=C2CN(C(C2=C1)=O)C(C(=O)NC=1SC=CN1)C1=C(C=CC(=C1)F)O)=O)=O 2-(6-(4-((2-(2,6-dioxopiperidin-3-yl)-1,3-dioxoisoindoline-5-yl)methyl)piperazine-1-yl)-1-oxoisoindolin-2-yl)-2-(5-fluoro-2-hydroxyphenyl)-N-(thiazol-2-yl)acetamide